C(CCCCC)NC(OC1=NC2=CC(=CC=C2C=C1)OCCCCN1CCN(CC1)C1=CC=CC=2SC=CC21)=O 7-(4-(4-(benzo[b]thiophen-4-yl)piperazin-1-yl)butoxy)quinolin-2-yl hexylcarbamate